FC1(CC(C1)CC(=O)O)F 2-(3,3-Difluorocyclobutyl)acetic acid